2-methyl-5-(prop-1-en-2-yl)cyclohex-2-enone CC=1C(CC(CC1)C(=C)C)=O